FC([C@H]1N(C(OC1)=C=O)C=1N=C2N(CCOC3=C2C=CC(=C3)N[C@H](C(=O)N)OC)C1)F (S)-2-((2-((S)-4-(difluoromethyl)-2-carbonyloxazolidin-3-yl)-5,6-dihydrobenzo[f]imidazo[1,2-d][1,4]oxazepin-9-yl)amino)-2-methoxyacetamide